trans-8-((4-((cyclopropylmethyl)(5-fluoro-2-methylphenyl)amino)cyclohexyl)(methyl)amino)-5-methyl-6-oxo-5,6-dihydro-1,5-naphthyridine-2,7-dicarbonitrile C1(CC1)CN([C@@H]1CC[C@H](CC1)N(C1=C(C(N(C=2C=CC(=NC12)C#N)C)=O)C#N)C)C1=C(C=CC(=C1)F)C